3-(5-(8-((adamantan-1-yl)amino)oct-1-yn-1-yl)benzofuran-3-yl)piperidine-2,6-dione C12(CC3CC(CC(C1)C3)C2)NCCCCCCC#CC=2C=CC3=C(C(=CO3)C3C(NC(CC3)=O)=O)C2